(1-oxo-1-((1-oxo-3-(2-oxopyrrolidin-3-yl)propan-2-yl)amino)-3-phenylpropane-2-yl)carbamic acid 2-(3-chlorophenyl)-2-methyl-1-phenylpropyl ester ClC=1C=C(C=CC1)C(C(C1=CC=CC=C1)OC(NC(C(NC(C=O)CC1C(NCC1)=O)=O)CC1=CC=CC=C1)=O)(C)C